ClC1=CC=2N(C3=CC=CC=C3C2C=C1)C1=CC=C(C=C1)C1=CC=CC=C1 2-chloro-9-(biphenyl-4-yl)carbazole